[3-[5-(4-fluorophenyl)-6-isopropyl-1H-pyrazolo[4,3-g]quinolin-7-yl]cyclobutyl]-(3-hydroxyazetidin-1-yl)methanone FC1=CC=C(C=C1)C1=C(C(=NC2=CC3=C(C=C12)C=NN3)C3CC(C3)C(=O)N3CC(C3)O)C(C)C